C(C)OC(C(C(F)(F)F)(F)F)(C(C(C(F)F)(F)F)(F)F)F 3-ethoxydodecafluorohexane